2-[4-(2-{[2-(2,6-dioxopiperidin-3-yl)-1,3-dioxo-2,3-dihydro-1H-isoindol-4-yl]amino} ethyl)-1H-1,2,3-triazol-1-yl]ethyl methanesulfonate CS(=O)(=O)OCCN1N=NC(=C1)CCNC1=C2C(N(C(C2=CC=C1)=O)C1C(NC(CC1)=O)=O)=O